ClC1=CC=C(C=C1)C1(COC2=C(O1)C=CC=C2C2CCN(CC2)CC2=NC=1C(=NC(=CC1)C(=O)OC)N2C[C@H]2OCC2)C methyl 2-((4-(2-(4-chlorophenyl)-2-methyl-2,3-dihydrobenzo[b][1,4]dioxin-5-yl) piperidin-1-yl) methyl)-3-((S)-oxetan-2-ylmethyl)-3H-imidazo[4,5-b]pyridine-5-carboxylate